6-[5-[2-[(4-fluoro-1-methyl-6,7-dihydro-5H-cyclopenta[c]pyridin-6-yl)methylamino]ethyl]-2-oxo-1,3,4-oxadiazol-3-yl]-4H-pyrido[3,2-b][1,4]oxazin-3-one FC=1C2=C(C(=NC1)C)CC(C2)CNCCC2=NN(C(O2)=O)C=2C=CC=1OCC(NC1N2)=O